O1[C@H](CC1)CN1N=CC2=NC=C(C=C21)C2=CC(=CC=C2)C(F)(F)F |r| (RS)-1-(oxetan-2-ylmethyl)-6-[3-(trifluoromethyl)phenyl]pyrazolo[4,3-b]pyridine